4-Amino-7-bromo-1-(6-methoxypyridin-3-yl)-2-oxo-1,2-dihydroquinoline-3-carboxylic acid methyl ester COC(=O)C=1C(N(C2=CC(=CC=C2C1N)Br)C=1C=NC(=CC1)OC)=O